1-[(3-cyano-2-fluorophenyl)sulfamoyl]pyrrolidine-3-carboxylic acid C(#N)C=1C(=C(C=CC1)NS(=O)(=O)N1CC(CC1)C(=O)O)F